[1,1':3',1''-terphenyl]-4-ylboronic acid C1(=CC=C(C=C1)B(O)O)C1=CC(=CC=C1)C1=CC=CC=C1